COC1=C(C=CC(=C1)COC1=NC(=CC=C1)C1CCNCC1)C(C)=O 1-(2-Methoxy-4-(((6-(piperidin-4-yl)pyridin-2-yl)oxy)methyl)phenyl)ethane-1-one